FC(C1=C(C=CC=C1)C1=NC2=CC=CC=C2C=C1)(F)F 2-(2-(trifluoromethyl)phenyl)quinoline